3-cyclohexyl-N-methylimidazo[1,2-a]pyridin-6-amine C1(CCCCC1)C1=CN=C2N1C=C(C=C2)NC